C1(=CC=C(C=C1)S(=O)(=O)C\C(\CCCl)=C/C\C=C(/CCC=C(C)C)\C)C (3Z,6Z)-(1-chloro-7,11-dimethyl-3,6,10-dodecatrien-3-yl)methyl p-tolyl sulfone